(S)-3-(8-(3-(difluoromethoxy)-5-fluorophenyl)-6-(3-(trifluoromethyl)phenylsulfonyl)-4,4a,5,6-tetrahydro-1H-pyrazino[1,2-a]quinoxalin-3(2H)-yl)propionic acid FC(OC=1C=C(C=C(C1)F)C=1C=C2N(C[C@H]3N(C2=CC1)CCN(C3)CCC(=O)O)S(=O)(=O)C3=CC(=CC=C3)C(F)(F)F)F